ClC1=C(C=CC(=C1Cl)C1=C(N=C(S1)C1=NN=C(N1CC1=CC=C(C=C1)OC)C(C)(C)O)CO)C(C(F)(F)F)(C(F)(F)F)O 2-(2,3-dichloro-4-(4-(hydroxymethyl)-2-(5-(2-hydroxypropan-2-yl)-4-(4-methoxybenzyl)-4H-1,2,4-triazol-3-yl)thiazol-5-yl)phenyl)-1,1,1,3,3,3-hexafluoropropan-2-ol